4-[4-(2-fluoro-pyridin-3-yl)-5-methylsulfanyl-pyrimidin-2-ylamino]-N-(2-methoxy-6-methyl-phenyl)-benzamide FC1=NC=CC=C1C1=NC(=NC=C1SC)NC1=CC=C(C(=O)NC2=C(C=CC=C2C)OC)C=C1